COC=1C(=CC=2[C@H]3[C@@H](N4C(C2C1)=CC(C(=C4)C(=O)O)=O)C(CC3)(C)C)OCCCOC (3aR,12bS)-10-methoxy-11-(3-methoxypropoxy)-3,3-dimethyl-7-oxo-1,2,3,3a,7,12b-hexahydrocyclopenta[c]pyrido[2,1-a]isoquinoline-6-carboxylic acid